3-[Benzylamino]-N-{4-[3-(4-methylphenyl)-1,2,4-oxadiazol-5-yl]phenyl}propanamide C(C1=CC=CC=C1)NCCC(=O)NC1=CC=C(C=C1)C1=NC(=NO1)C1=CC=C(C=C1)C